ClC1=C(C=C(C=C1)C(CN(C)CC1=CC=C(C=C1)OC)C1=CC=CC=C1)C=1C(=CC=C(C1F)OCCOC)C#N 2'-chloro-6-fluoro-5'-(2-((4-methoxybenzyl)(methyl)amino)-1-phenylethyl)-5-(2-methoxyethoxy)-[1,1'-biphenyl]-2-carbonitrile